1-(tert-butyl)-4-(chloromethyl)benzeneAcetyl-coA C(C)(C)(C)C1(CC=C(C=C1)CCl)CC(=O)SCCNC(CCNC([C@@H](C(COP(OP(OC[C@@H]1[C@H]([C@H]([C@@H](O1)N1C=NC=2C(N)=NC=NC12)O)OP(=O)(O)O)(=O)O)(=O)O)(C)C)O)=O)=O